C1(CCC1)C=1C=CC2=C(C1)C1=CC(=CC=C1C21C=2C=CC(=CC2C2=C1SC=C2)NC2=CC=CC=C2)C2CCC2 3,6-dicyclobutyl-N-phenylspiro[fluorene-9,8'-indeno[2,1-b]thiophen]-5'-amine